5-fluoro-2-((4-(7-((1-(2-hydroxyethyl)-2-oxo-2,3-dihydro-1H-benzo[d]imidazol-5-yl)methyl)-2,7-diazaspiro[4.4]non-2-yl)pyrimidin-5-yl)oxy)-N,N-diisopropylbenzamide FC=1C=CC(=C(C(=O)N(C(C)C)C(C)C)C1)OC=1C(=NC=NC1)N1CC2(CC1)CN(CC2)CC2=CC1=C(N(C(N1)=O)CCO)C=C2